S1C(=CC=C1)C(C=C)O 1-(thien-2-yl)prop-2-en-1-ol